CC(=C)C(=O)OC1=C2C=CC3=CC=CC4=C3C2=C(C=C4)C=C1 pyrenyl methacrylate